C[C@@H]1N(CC[C@]2(C1)OCC(C1=C2C=C(S1)C(F)(F)F)O)CC=1C=NN(C1)C (2'S,4R)-2'-methyl-1'-[(1-methylpyrazol-4-yl)methyl]-2-(trifluoromethyl)spiro[6,7-dihydrothieno[3,2-c]pyran-4,4'-piperidine]-7-ol